COC(C(C)C)=O 2-methyl-propanoic acid methyl ester